1-benzoyl-7-(2-(4-(6-fluorobenzothiophen-4-yl)piperazin-1-yl)ethyl)-3,4-dihydroquinoline C(C1=CC=CC=C1)(=O)N1CCCC2=CC=C(C=C12)CCN1CCN(CC1)C1=CC(=CC2=C1C=CS2)F